C(C)OC1=C(C=C2C(C(=CNC2=C1)C#N)=O)[N+](=O)[O-] 7-ethoxy-6-nitro-4-oxo-1,4-dihydroquinoline-3-carbonitrile